CN1C(C2=C(C=3C=CC=CC13)NCCCO2)=O 7-methyl-1,2,3,4-tetra-hydro-[1,4]oxazepino[2,3-c]quinolin-6(7H)-one